C1(=CC=CC=C1)C(C(=O)OO)C.[Na] sodium monohydroxy phenylpropionate